C(#N)C=1C(=NC(=NC1)N[C@H]1C[C@H](CCC1)C1=NC2=C(N1C)C=CC(=C2)NC(=O)C2C(O2)C(=O)O)OC 3-((2-((1S,3R)-3-((5-cyano-4-methoxypyrimidin-2-yl)amino)cyclohexyl)-1-methyl-1H-benzo[d]imidazol-5-yl)carbamoyl)oxirane-2-carboxylic acid